C(C)C1=C(C(=C2C(=N1)CC=1C=CC=CC12)C1=NC(=CC=C1)OC)CC 2,3-diethyl-4-(6-methoxypyridin-2-yl)-9H-indeno[2,1-b]pyridine